{(4E)-4-[3-(3-chlorophenyl)prop-2-yn-1-ylidene]-3,3-dimethylpiperidin-1-yl}(2-ethyl-5-methyl-2H-1,2,3-triazol-4-yl)methanone ClC=1C=C(C=CC1)C#C\C=C/1\C(CN(CC1)C(=O)C1=NN(N=C1C)CC)(C)C